3H-spiro[furo[3,2-b]pyridin-2,3'-pyrrolidine] hydrogen chloride Cl.N1CC2(CC1)CC1=NC=CC=C1O2